tert-heptyl alcohol C(C)(C)(CCCC)O